FC1=C(C=C(C(=C1F)B1OC(C(O1)(C)C)(C)C)C)NC(OC(C)(C)C)=O tert-Butyl (2,3-difluoro-5-methyl-4-(4,4,5,5-tetramethyl-1,3,2-dioxaborolan-2-yl)phenyl)carbamate